chloronorbornadiene rhodium [Rh].ClC1=C2CCC(=C1)C2